OC1=C(C=CC(=C1CC=C)O)C1=NC(=NC(=N1)C1=C(C=C(C=C1)C)C)C1=C(C=C(C=C1)C)C 2-(2,4-dihydroxy-3-allylphenyl)-4,6-bis(2,4-dimethylphenyl)-1,3,5-triazine